O=C1NC(CCC1NC1=CC=C(C=C1)N1CCN(CC1)CC(=O)O)=O 2-[4-[4-[(2,6-dioxo-3-piperidyl)amino]phenyl]piperazin-1-yl]acetic acid